O=C(C(=O)OCC)N1CCC(CC1)OC1=CC(=CC=C1)N1[C@H]2CN(C[C@@H]1CC2)C2=CC(=NC=C2N)C2=C(C=CC=C2)O ethyl 2-oxo-2-[4-[3-[(1R,5S)-3-[5-amino-2-(2-hydroxyphenyl)-4-pyridyl]-3,8-diazabicyclo[3.2.1]octan-8-yl]phenoxy]-1-piperidyl]acetate